2-(5-methyl-2-(1'-methyl-3H-spiro[benzofuran-2,4'-piperidin]-5-yl)piperidin-1-yl)-2-oxoacetic acid CC1CCC(N(C1)C(C(=O)O)=O)C=1C=CC2=C(CC3(CCN(CC3)C)O2)C1